C(#N)C1=CC=C(C=N1)N1NC(C(=C(C1=S)O)C(=O)NC1=CC=C(C=C1)F)=S 1-(6-cyanopyridin-3-yl)-N-(4-fluorophenyl)-5-hydroxy-3-thioxo(thioxo)-1,2,3,6-tetrahydropyridazine-4-carboxamide